4-(4-(N-Benzylphenylsulfonylamino)-2-cyanophenyl)piperazine-1-carboxylic acid ethyl ester C(C)OC(=O)N1CCN(CC1)C1=C(C=C(C=C1)N(CC1=CC=CC=C1)S(=O)(=O)C1=CC=CC=C1)C#N